CN1C=NC=2N=CN(C(C12)=O)CC1=NC(=NO1)C1[C@H]2CN(C[C@@H]12)C1=CC=C(C=C1)OC 7-methyl-1-[[3-[(1R,5S,6R)-3-[4-methoxyphenyl]-3-azabicyclo[3.1.0]hex-6-yl]-1,2,4-oxadiazol-5-yl]methyl]purin-6-one